6-(6-(1-((1R,2R,3R,5R)-6,6-difluoro-2-methoxy-1,5-dimethyl-8-azabicyclo[3.2.1]octan-3-yl)vinyl)-1,2,4-triazin-3-yl)isoquinolin-7-ol FC1([C@]2(C[C@@H]([C@H]([C@@](C1)(N2)C)OC)C(=C)C2=CN=C(N=N2)C=2C=C1C=CN=CC1=CC2O)C)F